C(#N)C(C)(C)C1=CC=2N(C=C1)C(=CN2)C2=CC(=C(C(=O)NC1CC1)C(=C2)OC)OC 4-[7-(1-Cyano-1-methyl-ethyl)imidazo[1,2-a]pyridin-3-yl]-N-cyclopropyl-2,6-dimethoxy-benzamide